The molecule is a dicarboxylic acid dianion obtained by deprotonation of both carboxy groups of 4-amino-4-deoxychorismic acid. It has a role as a Saccharomyces cerevisiae metabolite. It derives from a chorismate(2-). It is a conjugate base of a 4-amino-4-deoxychorismate(1-). C=C(C(=O)[O-])O[C@@H]1C=C(C=C[C@H]1N)C(=O)[O-]